N,N,N-trimethyl-2-(1-oxo-2-propenyloxy)ethyl-ammonium chloride [Cl-].C[N+](C)(C)CCOC(C=C)=O